ICCO 2-iodo-ethanol